C(CCCCCCCC(=O)OCCCCCCCCCCCC)(=O)OCC(COC(CCC(OCCCCCCCC)OCCCCCCCC)=O)CO 1-(3-((4,4-bis(octyloxy)butanoyl)oxy)-2-(hydroxymethyl)propyl) 9-dodecyl nonanedioate